3-Amino-1-methyl-5-(2,2,2-trifluoro-1-methoxyethyl)-1H-indazol-4-ol NC1=NN(C=2C=CC(=C(C12)O)C(C(F)(F)F)OC)C